Cl.O1C2(CC(C3=NC=CC=C31)=O)CNC2 3',4'-dihydrospiro[azetidine-3,2'-pyrano[3,2-b]pyridin]-4'-one hydrochloride